piperidine-3-carboxylic acid bicyclopropyl-1-ylamide C1(CC1)(C1CC1)NC(=O)C1CNCCC1